BrCCCCCCO[Si](OC(SCCCCCCC)CCCCCCC)(C)C 1-bromo-10-heptyl-8,8-dimethyl-7,9-dioxa-11-thia-8-silaoctadecane